C1(CC1)CS(=O)(=O)C1=CC=C(C=C1)C(CO)C1=NC2=C(N1)C(=C(C(=C2)Cl)C2=C(C=CC=C2)OC)Cl 2-(4-((cyclopropylmethyl)sulfonyl)phenyl)-2-(5,7-dichloro-6-(2-methoxyphenyl)-1H-benzo[d]imidazol-2-yl)ethanol